OC=1N(C=CC1)C1=CC=CC=C1 Hydroxyphenyl-1H-pyrrole